COC(C1=CC=C(C(=C1)F)C#C[Si](C)(C)C)=O 5-fluoro-4-((trimethylsilyl)ethynyl)benzoic acid methyl ester